FC(C1=CC=C(C=C1)P(C1=CC=C(C=C1)C(=O)O)C1=CC=C(C=C1)C(F)(F)F)(F)F bis(4-trifluoromethylphenyl)(4-carboxyphenyl)phosphine